3-chlorobenzyl (1-((6-cyclopropylimidazo[1,2-a]pyridin-2-yl)methyl)-1H-pyrazolo[4,3-c]pyridin-4-yl)carbamate C1(CC1)C=1C=CC=2N(C1)C=C(N2)CN2N=CC=1C(=NC=CC12)NC(OCC1=CC(=CC=C1)Cl)=O